N1(CCC1)CC1=CC=C(C=C1)C1=CC2=C(CC3=C2NN=C3C3=CC=C2C=NN(C2=C3)C)S1 6-(4-(azetidin-1-ylmethyl)phenyl)-3-(1-methyl-1H-indazol-6-yl)-1,4-dihydrothieno[2',3':4,5]cyclopenta[1,2-c]pyrazole